FC1=C(C=C(C=C1)NC(C)=O)OC N-(4-fluoro-3-methoxyphenyl)acetamide